3,3-difluoro-2,2-dimethyl-butanoic acid FC(C(C(=O)O)(C)C)(C)F